COC(CC1C(C(CC1)=O)CCCCC)=O methyl-2-(3-oxo-2-pentylcyclopentyl)acetate